C(C)(=O)N(CCN(C(C)=O)C(C)=O)C(C)=O Tetraacetyl-ethylendiamin